CC1=C(C(=CC=C1)C)NC(C(=O)NCC1=NC=CC=C1)=O N1-(2,6-dimethylphenyl)-N2-(pyridin-2-ylmethyl)oxalamide